1-(4-Methyl-3-pyridinyl)methanamine CC1=C(C=NC=C1)CN